O[C@@H](CNC)C=1C=C(C(=CC1)O)O (R)-4-(1-hydroxy-2-(methylamino)ethyl)benzene-1,2-diol